(3-methoxy-4-((3-(3-(2,2,2-trifluoroethyl)-7-((1,2,6-trimethylpiperidin-4-yl)amino)benzo[b]thiophen-2-yl)prop-2-yn-1-yl)amino)phenyl)dimethylphosphine oxide COC=1C=C(C=CC1NCC#CC1=C(C2=C(S1)C(=CC=C2)NC2CC(N(C(C2)C)C)C)CC(F)(F)F)P(C)(C)=O